ClC1=NC(=NC(=N1)OC[C@]12CCCN2C[C@@H](C1)F)N1C[C@H]2CC[C@@H](C1)N2C(=O)OC(C)(C)C tert-butyl (1R,5S)-3-(4-chloro-6-(((2R,7aS)-2-fluorotetrahydro-1H-pyrrolizin-7a(5H)-yl)methoxy)-1,3,5-triazin-2-yl)-3,8-diazabicyclo[3.2.1]octane-8-carboxylate